6-(3-((benzyloxy)methyl)-4-ethyl-5-oxo-4,5-dihydro-1H-1,2,4-triazol-1-yl)-2-chloro-5-fluoro-nicotinic acid methyl ester COC(C1=C(N=C(C(=C1)F)N1N=C(N(C1=O)CC)COCC1=CC=CC=C1)Cl)=O